3-[4-[2-(dimethoxymethyl)-7-azaspiro[3.5]nonan-7-yl]-2-fluoro-phenyl]piperidine-2,6-dione COC(C1CC2(C1)CCN(CC2)C2=CC(=C(C=C2)C2C(NC(CC2)=O)=O)F)OC